(1E)-3-cyclopropyl-3-oxopropionic acid C1(CC1)C(CC(=O)O)=O